ethyl 1-(6-(2-methylpyridin-4-yl)quinolin-2-yl)piperidine-4-carboxylate CC1=NC=CC(=C1)C=1C=C2C=CC(=NC2=CC1)N1CCC(CC1)C(=O)OCC